fluoro-N-(4-((4-fluorophenyl)sulfonyl)-3,4-dihydro-2H-benzo[b][1,4]oxazin-6-yl)benzenesulfonamide tert-butyl-6-methoxy-4,4-dimethyl-1-oxo-3H-isoquinoline-2-carboxylate C(C)(C)(C)OC(=O)N1C(C2=CC=C(C=C2C(C1)(C)C)OC)=O.FC1=C(C=CC=C1)S(=O)(=O)NC1=CC2=C(OCCN2S(=O)(=O)C2=CC=C(C=C2)F)C=C1